ClC1=C2C=3C(=NC=NC3C=C1B1OC(C(O1)(C)C)(C)C)N(CCO2)CCC#N 3-(8-chloro-9-(4,4,5,5-tetramethyl-1,3,2-dioxaborolan-2-yl)-5,6-dihydro-4H-[1,4]oxazepino[5,6,7-de]quinazolin-4-yl)propanenitrile